tert-Butyl 3-{[5-(2,6-dichlorophenyl)-1-trityl-1H-indazol-3-yl]carbamoyl}piperidine-1-carboxylate ClC1=C(C(=CC=C1)Cl)C=1C=C2C(=NN(C2=CC1)C(C1=CC=CC=C1)(C1=CC=CC=C1)C1=CC=CC=C1)NC(=O)C1CN(CCC1)C(=O)OC(C)(C)C